NC1=NC(=NC=C1)C=1C(=NN(C1OCC[C@H](C)NC1=C(C=NC(=C1)Cl)C1=NC=CC(=C1)C(C)(C)O)C)C (S)-2-(4'-((4-((4-(4-aminopyrimidin-2-yl)-1,3-dimethyl-1H-pyrazol-5-yl)oxy)butan-2-yl)amino)-6'-chloro-[2,3'-bipyridin]-4-yl)propan-2-ol